(R)-3-((5-chloro-1H-indol-2-yl)methyl)-1-methyl-1-(1-(pyridazine-4-carbonyl)piperidin-3-yl)urea ClC=1C=C2C=C(NC2=CC1)CNC(N([C@H]1CN(CCC1)C(=O)C1=CN=NC=C1)C)=O